1,3-bis(p-bromophenyl)urea BrC1=CC=C(C=C1)NC(=O)NC1=CC=C(C=C1)Br